C1(CCCC1)C=1C=CC2=C(SC3=C2C=CC(=C3F)OCC)C1F 3-(cyclopentyl)-7-ethoxy-4,6-difluorodibenzothiophene